COC(=O)N1[C@H](CCC2=C3C(=CC=C12)N(C(=N3)CC(C(=O)O)C3=CC=CC=C3)C3CC(CCC3)OC)C 3-((7S)-6-(methoxycarbonyl)-3-(3-methoxycyclohexyl)-7-methyl-6,7,8,9-tetrahydro-3H-imidazo[4,5-f]quinolin-2-yl)-2-phenylpropanoic acid